C(C)OCOC1=C(C=CC(=C1)C#C)C1=C(N=C(N=N1)NC1CC(C1)(O)C)C 3-((6-(2-(ethoxymethoxy)-4-ethynylphenyl)-5-methyl-1,2,4-triazin-3-yl)amino)-1-methylcyclobutan-1-ol